COC1=CC=C(C=C1)C(/C=C/C1=C(C=CC=C1)N1N=NC(=C1C)C(=O)OCC)=O ethyl (E)-1-(2-(3-(4-methoxyphenyl)-3-oxoprop-1-en-1-yl)phenyl)-5-methyl-1H-1,2,3-triazole-4-carboxylate